OC1=C2C(C(=COC2=CC(=C1C=CC(C)=C)O)C1=CC=C(C=C1)[O-])=O 4-(5,7-dihydroxy-6-isoprenyl-4-oxo-4H-chromen-3-yl)phenolate